O=C1NC(CCC1N1C(C2=CC(=C(C(=C2C1=O)F)F)N1C(C(N(C(C1([2H])[2H])([2H])[2H])CC1CCN(CC1)CCOC1=CC=C(C=C1)C(=C(CC)C1=CC=CC=C1)C1=CC=CC=C1)([2H])[2H])([2H])[2H])=O)=O 2-(2,6-dioxopiperidin-3-yl)-6-(4-((1-(2-(4-(1,2-diphenylbut-1-en-1-yl)phenoxy)ethyl)piperidin-4-yl)methyl)piperazin-1-yl-2,2,3,3,5,5,6,6-d8)-4,5-difluoroisoindoline-1,3-dione